sodium fluoro-acetate FCC(=O)[O-].[Na+]